C1([C@H](O)[C@@H](O)[C@@H](O)[C@H](O1)CO)O[C@H]([C@H](C=O)O)[C@H](O)[C@H](O)CO D-galactopyranosyl-(1→3)-D-glucose